NC([C@H](CC)NCC(CC(=O)OC1C(CCC(C1)C)C(C)C)CCC)=O 5-methyl-2-(propan-2-yl)cyclohexyl 3-({[(2S)-1-amino-1-oxobutan-2-yl]amino}methyl)hexanoate